Cl.FC(OC1=CC=C(C=C1)C1(CNC1)OC)F 3-(4-(difluoromethoxy)phenyl)-3-methoxyazetidine hydrochloride